ClC1=C(C=C(C=C1)NC(C1=CC(=CC(=C1)OC)C#C)=O)C(F)(F)F N-(4-chloro-3-(trifluoromethyl)phenyl)-3-ethynyl-5-methoxybenzamide